[4-chloro-2-(1,1-difluoropropyl)-5-fluorophenoxy]acetic acid ClC1=CC(=C(OCC(=O)O)C=C1F)C(CC)(F)F